Piperidine-4,4-dinitrile hydrochloride Cl.N1CCC(CC1)(C#N)C#N